[C@H]12CN(C[C@H](CC1)N2)C2=NC(=NC1=C(C(=CC=C21)C2=C1C=NNC1=CC(=C2C)Cl)F)OC[C@]21CCCN1C[C@@H](C2)F 4-((1R,5S)-3,8-Diazabicyclo[3.2.1]octan-3-yl)-7-(6-chloro-5-methyl-1H-indazol-4-yl)-8-fluoro-2-(((2R,7aS)-2-fluorotetrahydro-1H-pyrrolizin-7a(5H)-yl)methoxy)quinazoline